5-[(Z)-2-([2,3'-bipyridyl]-5'-yl)-2-fluorovinyl]-N-[(1S,2S)-2-hydroxycyclohexyl]-6-methylpyridine-3-carboxamide N1=C(C=CC=C1)C=1C=NC=C(C1)/C(=C/C=1C=C(C=NC1C)C(=O)N[C@@H]1[C@H](CCCC1)O)/F